FC1=CC=C(C=C1)C1C(N(CCO1)C(=O)NCC(C)C)(C)C (4-fluorophenyl)-N-isobutyl-3,3-dimethylmorpholine-4-carboxamide